OC[C@H](C1=CC=CC=C1)NC1=NC(=NC=C1C1=NC(=NO1)C12CCN(CC1)CC2)NC=2C=C1C(C(OC(C1=CC2)=O)C)(C)C 6-((4-(((S)-2-hydroxy-1-phenylethyl)amino)-5-(3-(quinuclidin-4-yl)-1,2,4-oxadiazol-5-yl)pyrimidin-2-yl)amino)-3,4,4-trimethylisochroman-1-one